FC=1C=C(SC1C(NC=1C=C(C=2N(C1)C=C(N2)C)F)=O)C2CC(N(CC2)C(=O)OC(C)(C)C)C tert-butyl 4-(4-fluoro-5-((8-fluoro-2-methylimidazo[1,2-a]pyridin-6-yl)carbamoyl) thiophen-2-yl)-2-methylpiperidine-1-carboxylate